trans-4,4-dimethyl-5-oxo-2-phenyl-pyrrolidine-3-carboxylic acid CC1([C@H]([C@@H](NC1=O)C1=CC=CC=C1)C(=O)O)C